CC1=CNC=C1C 3,4-dimethyl-1H-pyrrole